7-(3,6-Dihydro-2H-pyran-4-yl)-4-methoxy-thiazolo[4,5-c]pyridin O1CCC(=CC1)C=1C2=C(C(=NC1)OC)N=CS2